CC=1NC(=C(C(C1C(C)=O)C1=CSC2=NC=CC=C21)C(=O)N2CCCCC2)C(F)(F)F 1-(2-methyl-5-(piperidine-1-carbonyl)-4-(thieno[2,3-b]pyridin-3-yl)-6-(trifluoromethyl)-1,4-dihydropyridin-3-yl)ethan-1-one